C(C)(C)(C)OC(=O)N1CC=2CN(CC2C1)C(=O)C1=CC(NC(=C1)C1CC1)=O 5-(6-cyclopropyl-2-oxo-1,2-dihydropyridine-4-carbonyl)-3,4,5,6-tetrahydropyrrolo[3,4-c]Pyrrole-2(1H)-carboxylic acid tert-butyl ester